C(CCC)OC1=CC(=C(C=C1)C1=NC(=NC(=N1)C1=C(C=C(C=C1)OCCCC)OCCCC)C1=C(C=C(C=C1)OCCCC)OCCCC)O 2-(4-butoxy-2-hydroxyphenyl)-4,6-bis(2,4-dibutoxyphenyl)-1,3,5-triazine